N-octadecyl-2-(3-methoxy-4-(tert-butylcarbonyloxy)-phenyl)-3,5,7-tris-(tert-butylcarbonyloxy)-quinolin-4-one C(CCCCCCCCCCCCCCCCC)N1C(=C(C(C2=C(C=C(C=C12)OC(=O)C(C)(C)C)OC(=O)C(C)(C)C)=O)OC(=O)C(C)(C)C)C1=CC(=C(C=C1)OC(=O)C(C)(C)C)OC